ClC1=CC=C(C=C1)C1=N[C@H](C=2N(C3=C1C(=C(S3)C)C)C(=NN2)C)CC(=O)NCCCCCNC(\C=C\C=2C=NC=CC2)=O (6S)-4-(4-chlorophenyl)-N-[5-[[(2E)-3-(3-pyridinyl)-1-oxo-2-propen-1-yl]amino]pentyl]-2,3,9-trimethyl-6H-thieno[3,2-f][1,2,4]triazolo[4,3-a][1,4]diazepine-6-acetamide